ClC=1C=C(C=C(C1)B1OC(C(O1)(C)C)(C)C)S(=O)(=O)N 3-chloro-5-(4,4,5,5-tetramethyl-1,3,2-dioxaborolan-2-yl)benzenesulfonamide